COC(=O)[C@H]1N[C@H]2C[C@]2(C1)C (1S,3S,5S)-5-methyl-2-azabicyclo[3.1.0]Hexane-3-carboxylic acid methyl ester